N-(6-(1-Methyl-1H-pyrazol-4-yl)pyridin-2-yl)-2-morpholino-5-(piperazin-1-yl)oxazolo[4,5-b]pyridine-6-carboxamide CN1N=CC(=C1)C1=CC=CC(=N1)NC(=O)C=1C=C2C(=NC1N1CCNCC1)N=C(O2)N2CCOCC2